(1-(4-chlorobenzyl)piperidin-3-yl)-2-methylpyrazolo[1,5-a]pyrimidine ClC1=CC=C(CN2CC(CCC2)C=2C(=NN3C2N=CC=C3)C)C=C1